COC1=CC=C2CCC(OC2=C1)C1=CC=CC=C1 7-methoxyflavan